disodium 4,4'-bis-(sulfostyryl)biphenyl S(=O)(=O)(O)C(=CC1=CC=CC=C1)C1=CC=C(C=C1)C1=CC=C(C=C1)C(=CC1=CC=CC=C1)S(=O)(=O)O.[Na].[Na]